(2R,6S)-2,6-dimethyl-N-{2-[(5-methylthiophen-2-yl)methyl]-2-azaspiro[3.3]heptan-6-yl}-4-[5-(trifluoromethyl)pyrimidin-2-yl]piperazine-1-carboxamide C[C@H]1N([C@H](CN(C1)C1=NC=C(C=N1)C(F)(F)F)C)C(=O)NC1CC2(CN(C2)CC=2SC(=CC2)C)C1